(3R,4R)-3-[5-(7-fluoro-2-methylindazol-5-yl)thieno[2,3-c]pyrazol-1-yl]piperidin-4-ol FC1=CC(=CC2=CN(N=C12)C)C1=CC2=C(N(N=C2)[C@@H]2CNCC[C@H]2O)S1